ClCC=1C=C2COCC2=CC1 5-(chloromethyl)-1,3-dihydroisobenzofuran